C(=C)OCCOCCOCCOC=C Triethyleneglycol divinyl ether